BrN1N=C(C2=CC=CC=C12)I bromo-3-iodo-1H-indazole